dicetylphosphate C(CCCCCCCCCCCCCCC)OP(=O)(OCCCCCCCCCCCCCCCC)[O-]